(4-methyl-1H-pyrazol-4-yl)furan CC1(C=NNC1)C=1OC=CC1